tert-butyl (R)-7-(5-((1-(tert-butoxycarbonyl)pyrrolidin-3-yl)(3,3-difluoropropyl)amino)pentyl)-3,4-dihydro-1,8-naphthyridine-1(2H)-carboxylate C(C)(C)(C)OC(=O)N1C[C@@H](CC1)N(CCCCCC1=CC=C2CCCN(C2=N1)C(=O)OC(C)(C)C)CCC(F)F